C(C=C)[C@@H]1[C@H](N(CC1)C(=O)OCC1=CC=CC=C1)C(=O)OC 1-benzyl 2-methyl (2S,3S)-3-allylpyrrolidine-1,2-dicarboxylate